O1CCN(CC1)C1=NN=C(S1)OC1=CC=C(C=C1)C(C)(C)C1=CC=C(OC2CC(C2)N)C=C1 (1r,3r)-3-(4-(2-(4-((5-morpholino-1,3,4-thiadiazol-2-yl)oxy)phenyl)propan-2-yl)phenoxy)cyclobutylamine